26-azido-3,6,9,12,15,18,21,24-octaoxahexacosan-1-ol N(=[N+]=[N-])CCOCCOCCOCCOCCOCCOCCOCCOCCO